5-[[(1R)-1-(2-isoindolin-2-yl-6-methyl-4-oxo-chromen-8-yl)ethyl]amino]-2-(trifluoromethyl)thiazole-4-carboxylic acid C1N(CC2=CC=CC=C12)C=1OC2=C(C=C(C=C2C(C1)=O)C)[C@@H](C)NC1=C(N=C(S1)C(F)(F)F)C(=O)O